4-methyl-pentanoic acid-(S)-1-[[(2S,3S)-3-hexyl-4-oxo-oxetanyl] methyl]-dodecyl ester C(CCCCC)[C@H]1[C@@H](OC1=O)C[C@H](CCCCCCCCCCC)OC(CCC(C)C)=O